C1(=CC=C(C=C1)CC1=CC=C(C=C1)O)CC1=CC=C(C=C1)O 4,4'-[1,4-phenylenedimethylene]bis[phenol]